1H-1,2,4-triazol-5-yl thiocyanat N1N=CN=C1SC#N